FC(C1=CC=CC2=C1N=CS2)(F)F 4-(trifluoromethyl)benzo(d)thiazole